C(C)(=O)C1=C(C=C(C=C1)Cl)C1=CC(N(C=C1OC)C(C(=O)NC1=CC=C(C=C1)P(=O)(C)C)CC1=CC=CC=C1)=O 2-(4-(2-Acetyl-5-chlorophenyl)-5-methoxy-2-oxopyridin-1(2H)-yl)-N-(4-(dimethylphosphoryl)Phenyl)-3-phenylpropanamide